[C@@H]1([C@@H](CCCC1)O)O TRANS-1,2-CYCLOHEXANEDIOL